Cl.NCCN(C(C(F)(F)F)C=1C(=C(C#N)C=CC1)F)C1CC1 3-[1-[2-aminoethyl(cyclopropyl)amino]-2,2,2-trifluoro-ethyl]-2-fluoro-benzonitrile hydrochloride